tri(m-tolyl)phosphine oxide C1(=CC(=CC=C1)P(C=1C=C(C=CC1)C)(C=1C=C(C=CC1)C)=O)C